NC([C@H](C1CCC(CC1)(F)F)NC(OC(C)(C)C)=O)=O tert-butyl (S)-(2-amino-1-(4,4-difluorocyclohexyl)-2-oxoethyl)carbamate